CC1C(C2=CC=CC=C2C1=O)=O methyl-1H-indene-1,3(2H)-dione